iron sodium hydrosulfide [SH-].[Na+].[Fe+2].[SH-].[SH-]